FC=1C=C(C=NC1)C1=NC=2N(C(=C1)O)N=C(C2C(C)C)C 5-(5-fluoro-3-pyridyl)-3-isopropyl-2-methyl-pyrazolo[1,5-a]pyrimidin-7-ol